tert-butyl (cyclobutylmethyl)((3R)-1-(6-((4-(4-oxo-4H-pyrido[1,2-a]pyrimidin-2-yl)-1H-1,2,3-triazol-1-yl) methyl)pyridazin-3-yl)piperidin-3-yl)carbamate C1(CCC1)CN(C(OC(C)(C)C)=O)[C@H]1CN(CCC1)C=1N=NC(=CC1)CN1N=NC(=C1)C=1N=C2N(C(C1)=O)C=CC=C2